OCC1CCN(C2(CC2)C1)C(=O)OC(C)(C)C Tert-butyl 7-(hydroxymethyl)-4-azaspiro[2.5]octane-4-carboxylate